O=C1NC[C@H](N1)C(=O)O (S)-2-oxoimidazolidine-4-carboxylic acid